2-cyclopropoxy-5-(4-methylpiperazin-1-yl)aniline C1(CC1)OC1=C(N)C=C(C=C1)N1CCN(CC1)C